2-[4-[6-[3-(5-fluoro-6-methyl-2-pyridyl)-1H-pyrazol-4-yl]-1,5-naphthyridin-3-yl]pyrazol-1-yl]ethanamine FC=1C=CC(=NC1C)C1=NNC=C1C=1N=C2C=C(C=NC2=CC1)C=1C=NN(C1)CCN